4'-(6-chloro-2-(((3R,3aR,6R,6aR)-6-hydroxyhexahydrofuro[3,2-b]furan-3-yl)oxy)-1H-imidazo[4,5-b]pyridin-5-yl)-[1,1'-biphenyl]-4-carbaldehyde ClC=1C=C2C(=NC1C1=CC=C(C=C1)C1=CC=C(C=C1)C=O)N=C(N2)O[C@H]2[C@@H]1[C@H](OC2)[C@@H](CO1)O